NC1=NC(=C(C=2C1=NN(N2)CC2=NC=CC=C2)C2=C(N=CO2)C)C=2C(=C(C#N)C=CC2)F 3-(4-amino-7-(4-methyloxazol-5-yl)-2-(pyridin-2-ylmethyl)-2H-[1,2,3]triazolo[4,5-c]pyridin-6-yl)-2-fluorobenzonitrile